C(C1=CC=CC=C1)OC(=O)N1C[C@H](N(CCC1)S(=O)(=O)C1=C(C=CC=C1)[N+](=O)[O-])CC (R)-3-ethyl-4-(2-nitrophenylsulfonyl)-1,4-diazepan-1-carboxylic acid benzyl ester